methyl (R)-2-((1H-pyrrolo[2,3-b]pyridin-5-yl)oxy)-4-(4-((4'-chloro-4-methyl-4-((methylamino)methyl)-3,4,5,6-tetrahydro-[1,1'-biphenyl]-2-yl)methyl)piperazin-1-yl)benzoate N1C=CC=2C1=NC=C(C2)OC2=C(C(=O)OC)C=CC(=C2)N2CCN(CC2)CC2=C(CC[C@](C2)(CNC)C)C2=CC=C(C=C2)Cl